tert-butyl (S,E)-2-((3-(7-(dimethylamino)-2-((methoxycarbonyl)amino)-7-oxohept-5-enamido)-2-oxopyridin-1(2H)-yl)methyl)-7-isobutyl-3H-imidazo[4,5-b]pyridine-3-carboxylate CN(C(/C=C/CC[C@@H](C(=O)NC=1C(N(C=CC1)CC1=NC=2C(=NC=CC2CC(C)C)N1C(=O)OC(C)(C)C)=O)NC(=O)OC)=O)C